C(C)(C)(C)OC(=O)N1C(CCC1)C 2-methylpyrrolidine-1-carboxylic acid tert-butyl ester